nickel-germanium-gold [Au].[Ge].[Ni]